N1=C(C=CC=C1)C1=CCC(CC1)CO (4-(pyridin-2-yl)cyclohex-3-en-1-yl)methanol